ethyl (S)-3-(((R)-tert-butylsulfinyl)amino)-3-(5-cyclopropyl-2,4-difluoro-2',6'-dimethyl-[1,1'-biphenyl]-3-yl)propanoate C(C)(C)(C)[S@@](=O)N[C@@H](CC(=O)OCC)C=1C(=C(C=C(C1F)C1CC1)C1=C(C=CC=C1C)C)F